ethyl nitroacrylate [N+](=O)([O-])C(C(=O)OCC)=C